N-(5-(2-(((1r,4r)-4-aminocyclohexyl)amino)-8-isopropylquinazolin-6-yl)-1-methyl-1H-pyrazol-3-yl)-2-chlorobenzenesulfonamide NC1CCC(CC1)NC1=NC2=C(C=C(C=C2C=N1)C1=CC(=NN1C)NS(=O)(=O)C1=C(C=CC=C1)Cl)C(C)C